COC=1C(=NN2C1C=CC=C2)C(=O)NC methoxy-N-methylpyrazolo[1,5-a]pyridine-2-carboxamide